FC1(C(N(C2=C(O1)C=C(C(=C2)C2=C(C(=C(C(=C2F)F)F)F)F)F)CC#CC=O)=O)F 4-(2,2,7-trifluoro-3-oxo-6-(perfluorophenyl)-2,3-dihydro-4H-benzo[b][1,4]oxazin-4-yl)but-2-ynal